The molecule is a tripeptide composed of L-valine, L-asparagine, and L-proline joined by peptide linkages. It has a role as a metabolite. It derives from a L-valine, a L-asparagine and a L-proline. CC(C)[C@@H](C(=O)N[C@@H](CC(=O)N)C(=O)N1CCC[C@H]1C(=O)O)N